2-(3-(4-(4-(8-Bromoquinoxalin-2-yl)-1H-pyrazol-1-yl)piperidin-1-yl)phenyl)-N-((2-(2,6-dioxopiperidin-3-yl)-1-oxoisoindolin-5-yl)methyl)-2,2-difluoroacetamide BrC=1C=CC=C2N=CC(=NC12)C=1C=NN(C1)C1CCN(CC1)C=1C=C(C=CC1)C(C(=O)NCC=1C=C2CN(C(C2=CC1)=O)C1C(NC(CC1)=O)=O)(F)F